C(#N)C1=NC(=C2C=C(N=CC2=C1)NC1C[C@H](CC1)OC(NC)=O)NC(C)C ((S)-3-((7-cyano-5-(isopropylamino)-2,6-naphthyridin-3-yl)amino)cyclopentyl)(methyl)carbamate